COC1=CC2=C(C3=C(C(N(C3)CCCCC(=O)OC)=O)S2)C=C1OC Methyl 5-(6,7-dimethoxy-3-oxo-1,3-dihydro-2H-benzo[4,5]thieno[2,3-c]pyrrol-2-yl)pentanoate